ClC=1C(=NC(=NC1)NC1=C(C=C2CCN(CC2=C1)C)OC)NC1=C(C=C(C=C1)C(F)F)P(C)(C)=O (2-((5-Chloro-2-((6-methoxy-2-methyl-1,2,3,4-tetrahydroisoquinolin-7-yl)amino)pyrimidin-4-yl)amino)-5-(difluoromethyl)phenyl)dimethylphosphine oxide